(azetidin-1-yl)(2-chloropyrimidin-4-yl)methanone N1(CCC1)C(=O)C1=NC(=NC=C1)Cl